The molecule is a pyochelin that has R-stereochemistry at the thioaminal centre; the diastereoisomer with S-stereochemistry at this centre is pyochelin II. Pseudomonas aeruginosa produces a mixture of pyochelin I (major) and pyochelin II (minor) via condensation of salicylic acid and two molecules of cysteine. The enantiomeric compounds, enant-pyochelin I and II, are produced by Pseudomonas fluorescens. CN1[C@@H](CS[C@@H]1[C@H]2CSC(=N2)C3=CC=CC=C3O)C(=O)O